Bicyclo[2.2.1]hept-2-yl-zinc (II) bromide [Br-].C12C(CC(CC1)C2)[Zn+]